methyl (3S)-5-[(E)-3-[2-[tert-butoxycarbonyl (methyl) amino] ethoxy] prop-1-enyl]-2-oxo-spiro[1H-pyrrolo[2,3-b]pyridine-3,6'-5,7-dihydro-cyclopenta[b]pyridine]-3'-carboxylate C(C)(C)(C)OC(=O)N(CCOC/C=C/C=1C=C2C(=NC1)NC([C@]21CC=2C(=NC=C(C2)C(=O)OC)C1)=O)C